NC(C#N)CC1=CC2=C(S1)C=C(S2)C2=CC=C1CC(N(C1=C2)CC)=O 2-amino-3-[5-(1-ethyl-2-oxo-3H-indol-6-yl)thieno[3,2-b]thiophen-2-yl]propanenitrile